COC=1C=C(C=CC1OC)\C=N\N(C1=NS(C2=C1C=CC=C2)(=O)=O)C N-[(E)-(3,4-dimethoxyphenyl)methyleneamino]-N-methyl-1,1-dioxo-1,2-benzothiazol-3-amine